FC1=CC2=C(NN=C2C=C1F)C(=O)O 5,6-difluoro-2H-indazole-3-carboxylic acid